5-bromo-2-methyl-3,1-benzoxazin-4-one BrC1=CC=CC2=C1C(OC(=N2)C)=O